FC1=CC=C2CCCC2=C1 6-fluoro-2,3-dihydro-1H-inden